N,N-di(4-tert-butylcyclohexyl)-5-(4-n-pentylcyclohexylcarbonylamino)isophthalamide C(C)(C)(C)C1CCC(CC1)N(C(C1=CC(C(=O)N)=CC(=C1)NC(=O)C1CCC(CC1)CCCCC)=O)C1CCC(CC1)C(C)(C)C